OC(C(=O)NC1=C(C2=C(C(OC(C2)(C)C)(C)C)S1)C(=O)N)(C(C)(C)C)C 2-[(2-hydroxy-2,3,3-trimethyl-butyryl)amino]-5,5,7,7-tetramethyl-4H-thieno[2,3-c]pyran-3-carboxamide